O1C(=CC=C1)C1=NN2C(N=C(N=C2N)NCCC2=CC=C(C=C2)C2=NC=CC=C2)=N1 2-(furan-2-yl)-N5-(4-(pyridin-2-yl)phenethyl)-[1,2,4]triazolo[1,5-a][1,3,5]triazine-5,7-diamine